C(=C/C(=O)O)\C(=O)O trans-1,2-ethylenedicarboxylic acid